ClC1=C(NC2=CC=C(C(=C12)Cl)F)C(=O)N1[C@H](CNCC1)C (S)-(3,4-dichloro-5-fluoro-1H-indol-2-yl)(2-methylpiperazin-1-yl)methanone